C(C)OC(=O)C1(CC(=NO1)C1=C(C=C(C(=C1)C1=NC=C(C=C1Cl)S(=O)(=O)C)F)Cl)C 3-[2-chloro-5-(3-chloro-5-methylsulfonyl-2-pyridinyl)-4-fluoro-phenyl]-5-methyl-4H-isoxazole-5-carboxylic acid ethyl ester